C(C(C)(C)C)C1=C(C=NN1C1=CC=CC=C1)C1=CC=CC=C1 5-neopentyl-1,4-diphenyl-1H-pyrazole